C(C)(C)(C)OC(=O)N(CCNC(=O)C1=CC=C(C(=N1)C(=O)OC)C=1C(=CC2=C(OCCC3=C2SC=C3)C1)C(NC1=CC=C(C=C1)CNC(=O)OC(C)(C)C)=O)C methyl 6-((2-((tert-butoxycarbonyl)(methyl)amino)ethyl)carbamoyl)-3-(9-((4-(((tert-butoxycarbonyl)amino)methyl)phenyl)carbamoyl)-4,5-dihydrobenzo[b]thieno[2,3-d]oxepin-8-yl)picolinate